NCCCC(C[Si](OC)(OC)OC)CN 2-(γ-aminopropyl)-γ-aminopropyl-trimethoxysilane